tert-butyl 3-[3-[[2-[2-[6-(cyclopropanecarbonylamino)-1-(methylamino)-2,7-naphthyridin-4-yl]ethynyl]-4-pyridyl]oxy]propoxy]propanoate C1(CC1)C(=O)NC=1C=C2C(=CN=C(C2=CN1)NC)C#CC1=NC=CC(=C1)OCCCOCCC(=O)OC(C)(C)C